S(=O)(=O)([O-])[O-].[Na+].C1(=CC=CC=C1)OCC=C.[Na+] allyl phenyl ether sodium sulfate salt